N-(4-chloro-3-cyano-1H-indol-7-yl)-1-(trideuteriomethyl)pyrazole-4-sulfonamide ClC1=C2C(=CNC2=C(C=C1)NS(=O)(=O)C=1C=NN(C1)C([2H])([2H])[2H])C#N